(S)-2-(4-(6-((5-chloro-1,3,4-thiadiazol-2-yl)methoxy)pyridin-2-yl)-2,5-difluorobenzyl)-1-(oxetan-2-ylmethyl)-1H-benzo[d]imidazole-6-carboxylic acid ClC1=NN=C(S1)COC1=CC=CC(=N1)C1=CC(=C(CC2=NC3=C(N2C[C@H]2OCC2)C=C(C=C3)C(=O)O)C=C1F)F